NC=1C=C(C=C(C1)C(F)(F)F)[C@@H](C)NC1=NC(=NC=2C=CC3=C(C12)CCN3C(C)=O)C (R)-1-{1-({1-[3-amino-5-(trifluoromethyl)phenyl]ethyl}amino)-3-methyl-8,9-dihydro-7H-pyrrolo[3,2-f]quinazolin-7-yl}ethanone